(Z)-Methyl 4-hydroxy-4-(3-(methylsulfonamido)phenyl)-2-oxobut-3-enoate O\C(=C/C(C(=O)OC)=O)\C1=CC(=CC=C1)NS(=O)(=O)C